ClC1=C(C=CC(=C1OCC1=CC=C(C=C1)OC)OCC1=CC=C(C=C1)OC)C(C(=O)N[C@H](COC)C(=O)O)=O N-(2-(2-chloro-3,4-bis((4-methoxybenzyl)oxy)phenyl)-2-oxoacetyl)-O-methyl-D-serine